NC1=C(C=C2C(=N1)C(C=1C(=CC=CC1O2)Cl)=O)C2=CC=C(C=C2)N2CCC(CC2)C(OC)OC 2-amino-9-chloro-3-(4-(4-(dimethoxymethyl)piperidin-1-yl)phenyl)-10H-chromeno[3,2-b]pyridin-10-one